[Si](C)(C)(C(C)(C)C)O[C@H]1C[C@@](N(C1)C(=O)OC(C)(C)C)(C(=O)OC)C 1-(tert-butyl) 2-methyl (2R,4S)-4-((tert-butyldimethylsilyl)oxy)-2-methylpyrrolidine-1,2-dicarboxylate